7-methyl-6-(4-pyrazol-1-yl-benzyl)-1H-benzimidazole-4-carboxylic acid ethyl ester C(C)OC(=O)C1=CC(=C(C=2NC=NC21)C)CC2=CC=C(C=C2)N2N=CC=C2